7-(4-((2,3-dihydrobenzo[b][1,4]dioxin-6-yl)oxy)piperidin-1-yl-4-d)-2,8-dimethyl-4H-pyrimido[1,2-b]pyridazin-4-one O1C2=C(OCC1)C=C(C=C2)OC2(CCN(CC2)C=2C(=CC=1N(N2)C(C=C(N1)C)=O)C)[2H]